C(C1=CC=CC=C1)OC1=CC(=C(C(=O)OC2=C(C(=C(C(=O)O)C(=C2C)C)C)C#N)C(=C1)C)OC 4-((4-(benzyloxy)-2-methoxy-6-methylbenzoyl)oxy)-3-cyano-2,5,6-trimethylbenzoic acid